CN1N=NC(=C1NC(OC(C)C1=C(C=NC=C1)F)=O)C1=NC(=C(C=C1)NS(=O)(=O)C)C 1-(3-fluoropyridin-4-yl)ethyl (1-methyl-4-(6-methyl-5-(methyl-sulfonamido)pyridin-2-yl)-1H-1,2,3-triazol-5-yl)carbamate